C(C(O)CO)OC(C=CC1=CC=C(C=C1)OC)=O.COC1=CC=C(C=C1)C(CCC1=CC(=CC=C1)Cl)=O 1-(4-methoxyphenyl)-3-(3-chlorophenyl)propan-1-one glyceryl-dl-para-methoxycinnamate